6-amino-4-((2-methoxyphenyl)amino)-N-methyl-N-phenylpicolinamide NC1=CC(=CC(=N1)C(=O)N(C1=CC=CC=C1)C)NC1=C(C=CC=C1)OC